2-[2-[2-[benzyl(methyl)amino]ethoxy]ethoxy]ethanol C(C1=CC=CC=C1)N(CCOCCOCCO)C